8-(4-chloro-2-fluoro-phenyl)-2,3-dimethyl-6-[(2R)-2-(1H-pyrazol-4-yl)morpholino]pyrimido[5,4-d]pyrimidin-4-one ClC1=CC(=C(C=C1)C1=NC(=NC2=C1N=C(N(C2=O)C)C)N2C[C@H](OCC2)C=2C=NNC2)F